N=1N=C(NC1)C1CN(CC1)C(=O)N1CC(C1)OCC=1C=NC=C(C1)C(F)(F)F [3-(4H-1,2,4-Triazol-3-yl)pyrrolidin-1-yl]-[3-[[5-(trifluoromethyl)-3-pyridyl]methoxy]azetidin-1-yl]methanone